OCCCC1=CC=C2C(=NN(C2=C1)C)C1C(NC(CC1)=O)=O 3-(6-(3-hydroxypropyl)-1-methyl-1H-indazol-3-yl)piperidine-2,6-dione